C([C@@H]1[C@H]([C@@H]([C@H]([C@H](O1)O[C@@H]2[C@@H]([C@H]([C@@H]([C@H](O2)CN=[N+]=N)O)O)O)O)O)O)N=[N+]=N 6,6'-diazido-6,6'-dideoxytrehalose